2-methylimidazo[1,2-a]pyrazin-6-amine CC=1N=C2N(C=C(N=C2)N)C1